trans-N-[4-[5-[2-(ethyl-sulfamoyl)-4-formyl-phenyl]thiazol-2-yl]cyclohexyl]carbamic acid isopropyl ester C(C)(C)OC(N[C@@H]1CC[C@H](CC1)C=1SC(=CN1)C1=C(C=C(C=C1)C=O)S(NCC)(=O)=O)=O